alpha-Ketoglutaric acid (alpha-ketoglutarate) O=C(C(=O)O)CCC(=O)O.O=C(C(=O)O)CCC(=O)O